FC=1C=C2C=CC=C(C2=CC1)C(=O)O 6-fluoro-1-naphthoic acid